6-(4-chlorophenyl)-N-[(2S)-1-hydroxyprop-2-yl]-2-(5-methylpyridin-3-yl)-3-oxo-2,3-dihydropyridazine-4-carboxamide ClC1=CC=C(C=C1)C=1C=C(C(N(N1)C=1C=NC=C(C1)C)=O)C(=O)N[C@H](CO)C